NC1=NC=CC2=C1CC[C@H]2NC(=O)C=2N=NN(C2)CC=2C(=NC(=NC2)N2CC1C(C1C2)(F)F)C N-[(5R)-1-amino-5H,6H,7H-cyclopenta[c]pyridin-5-yl]-1-[(2-{6,6-difluoro-3-azabicyclo[3.1.0]hex-3-yl}-4-methylpyrimidin-5-yl)methyl]-1H-1,2,3-triazole-4-carboxamide